tert-Butyl ((8-vinylisochroman-1-yl)methyl)carbamate C(=C)C=1C=CC=C2CCOC(C12)CNC(OC(C)(C)C)=O